6-(1-(3-Chloropyridin-2-yl)-3-methoxy-1H-pyrazol-5-carboxamido)-5-methyl-N-(2-methylbutyl)pyrazolo[1,5-a]pyridin-7-carboxamid ClC=1C(=NC=CC1)N1N=C(C=C1C(=O)NC=1C(=CC=2N(C1C(=O)NCC(CC)C)N=CC2)C)OC